4-isobutyl-2-(4-((7-methyl-4-oxo-4H-pyrido[1,2-a]pyrimidin-2-yl)methyl)piperazin-1-yl)benzonitrile C(C(C)C)C1=CC(=C(C#N)C=C1)N1CCN(CC1)CC=1N=C2N(C(C1)=O)C=C(C=C2)C